CN1C(=NC(=C1)NC(CCNC(=O)C=1N(C=C(C1)NC(=O)C=1N(C=CN1)CC(F)(F)F)C)=O)C(=O)OCC ethyl 1-methyl-4-[3-({1-methyl-4-[1-(2,2,2-trifluoroethyl)imidazole-2-amido] pyrrol-2-yl}formamido)propanamido]imidazole-2-carboxylate